FC=1C=C(C=NC1C)NC(=N)C1(CCNCC1)C N-(5-fluoro-6-methylpyridin-3-yl)-4-methylpiperidine-4-carboximidamide